BrC=1C=CC(=C(C1)[C@@H](C)NC(C1=C(C=CC(=C1)N1CCN(CC1)C)C)=O)OC N-[(1R)-1-(5-Bromo-2-methoxy-phenyl)ethyl]-2-methyl-5-(4-methylpiperazin-1-yl)benzamide